C(#N)C=1C(=NC(=CC1C(F)(F)F)C(F)(F)F)N1N=C(C=C1C(=O)N(C)C1=CC=C(C=C1)F)C 1-(3-cyano-4,6-bis(trifluoromethyl)pyridin-2-yl)-N-(4-fluorophenyl)-N,3-dimethyl-1H-pyrazole-5-carboxamide